O=S1(CCN(CC1)C(=O)[O-])=O 1,1-dioxo-1,4-thiazinane-4-carboxylate